CN1CC(=CC(=C1)B1OC(C(O1)(C)C)(C)C)NC1=NC=NC=C1 1-methyl-3-(pyrimidin-4-ylamino)-5-(4,4,5,5-tetramethyl-1,3,2-dioxaborolan-2-yl)pyridin